3-(Dimethylamino)-2,2-dimethyl-propanoic acid CN(CC(C(=O)O)(C)C)C